(4-{2-[4-(Benzothiazol-2-yloxy)-phenyl]-ethyl}-piperazin-1-yl)-oxo-acetic acid trifluoromethanesulfonate salt FC(S(=O)(=O)O)(F)F.S1C(=NC2=C1C=CC=C2)OC2=CC=C(C=C2)CCN2CCN(CC2)C(C(=O)O)=O